2-((9-((2R,3R,4S,5S)-3,4-dihydroxy-5-(iodomethyl)tetrahydrofuran-2-yl)-9H-purin-6-yl)amino)ethan-1-aminium formate C(=O)[O-].O[C@H]1[C@@H](O[C@@H]([C@H]1O)CI)N1C2=NC=NC(=C2N=C1)NCC[NH3+]